N-(6-cyano-3-fluoro-1-((oxetan-3-yl)methyl)-1H-indol-2-yl)-3,3-dimethylbutyramide C(#N)C1=CC=C2C(=C(N(C2=C1)CC1COC1)NC(CC(C)(C)C)=O)F